C1(CC1)C=1N(C2=C(N1)C=CC(=C2)C=2C=C(C(N(C2)C)=O)C)CC(C)OC 5-[2-cyclopropyl-3-(2-methoxypropyl)benzimidazol-5-yl]-1,3-dimethylpyridin-2-one